(4-(5-bromofuran-2-yl)phenyl)diphenylphosphine BrC1=CC=C(O1)C1=CC=C(C=C1)P(C1=CC=CC=C1)C1=CC=CC=C1